((5-(3-bromo-6-(difluoromethyl)-2-fluorophenoxy)-3,3-difluoro-2-(4-fluorophenyl)pentan-2-yl)oxy)triethylsilane BrC=1C(=C(OCCC(C(C)(C2=CC=C(C=C2)F)O[Si](CC)(CC)CC)(F)F)C(=CC1)C(F)F)F